bis-thiourea zinc chloride [Cl-].[Zn+2].NC(=S)N.NC(=S)N.[Cl-]